COC(N(C)C)OC dimethoxy-N,N-dimethylmethanamine